S(=O)(=O)(O)C(C(=O)OC(CC(C)C)C)CC(=O)OC(CC(C)C)C.[Na] sodium di(1,3-dimethylbutyl) sulfosuccinate